C1N(CC12CNC2)C2=NOC(=C2)[C@@H](C(=O)N2[C@@H](C[C@H](C2)O)C(=O)N[C@@H](C)C2=CC=C(C=C2)C2=C(N=CS2)C)C(C)C (2S,4R)-1-[(2S)-2-[3-(2,6-diazaspiro[3.3]heptan-2-yl)isoxazol-5-yl]-3-methyl-butanoyl]-4-hydroxy-N-[(1S)-1-[4-(4-methylthiazol-5-yl)phenyl]ethyl]pyrrolidine-2-carboxamide